1-(4-bromo-3-fluorophenyl)-3-(2-(dimethylamino)ethyl)urea BrC1=C(C=C(C=C1)NC(=O)NCCN(C)C)F